[Si](C1=CC=CC=C1)(C1=CC=CC=C1)(C(C)(C)C)OC[C@@H]1N(C(C[C@H]1C1CCC1)=O)C(=O)OC(C)(C)C tert-butyl (2R,3S)-2-[[tert-butyl(diphenyl)silyl]oxymethyl]-3-cyclobutyl-5-oxo-pyrrolidine-1-carboxylate